3-fluoro-4-((trimethylsilyl)ethynyl)anilineBenzoyl-diacetyl-amide FC=1C=C(NC2=CC=CC=C2C(=O)CC(=O)[N-]C(C)=O)C=CC1C#C[Si](C)(C)C